8-bromo-6,7-difluoro-3-nitroquinoline BrC=1C(=C(C=C2C=C(C=NC12)[N+](=O)[O-])F)F